[1,4]Oxazine-4-carboxylic acid tert-butyl ester C(C)(C)(C)OC(=O)N1C=COC=C1